C(#N)C=1C=NN(C1)C1=C(C=C(C=N1)NC(CC1=C(C=CC=C1)F)=O)S(N)(=O)=O N-[6-(4-cyano-1H-pyrazol-1-yl)-5-sulfamoylpyridin-3-yl]-2-(2-fluorophenyl)acetamide